(1r,3r,5r)-N-((1s,2s)-1-(4-chloro-2,5-difluorophenyl)-2-hydroxypropyl)-2-(3-(methylsulfonyl)benzoyl)-2-azabicyclo[3.1.0]hexane-3-carboxamide ClC1=CC(=C(C=C1F)[C@@H]([C@H](C)O)NC(=O)[C@@H]1N([C@@H]2C[C@@H]2C1)C(C1=CC(=CC=C1)S(=O)(=O)C)=O)F